N-(benzylsulfonyl)-4-(2-fluoro-6-methoxyphenyl)-5-(6-methoxypyridin-2-yl)-4H-1,2,4-triazole-3-carboxamide C(C1=CC=CC=C1)S(=O)(=O)NC(=O)C1=NN=C(N1C1=C(C=CC=C1OC)F)C1=NC(=CC=C1)OC